3-(3-(phenylcarbamoyl)phenyl)piperidine-1-carboxylic acid tert-butyl ester C(C)(C)(C)OC(=O)N1CC(CCC1)C1=CC(=CC=C1)C(NC1=CC=CC=C1)=O